F[C@@H]1CN(CC1)C1=CC=C(C=N1)C=1N(C(=C(N1)CNCC1=CC=C(C=C1)OC)C(=O)OCC)C ethyl (S)-2-(6-(3-fluoropyrrolidin-1-yl) pyridin-3-yl)-4-(((4-methoxybenzyl) amino) methyl)-1-methyl-1H-imidazole-5-carboxylate